7-hydroxyindole OC=1C=CC=C2C=CNC12